CC1(C2CCCC(C2(CCC1)C)=O)C (+-)-perhydro-5,5,8A-trimethyl-2-trans-naphthalenone